[Br-].NCCCCCN pentamethylenediamine bromide